C(C)(C)(C)OC(=O)N1C2CC2(C[C@H]1C(NC1=NC(=CC=C1)Br)=O)COC (3S)-3-(6-bromopyridin-2-ylcarbamoyl)-5-(methoxymethyl)-2-azabicyclo[3.1.0]hexane-2-carboxylic acid tert-butyl ester